FC(C(=O)O)(F)F.N[C@H](C(=O)O)CCN(CCCCC1=NC=2NCCCC2C=C1)C1CC1 (2S)-2-amino-4-[cyclopropyl-[4-(5,6,7,8-tetrahydro-1,8-naphthyridin-2-yl)butyl]amino]butanoic acid trifluoroacetate